4-(4-fluoro-3-(3-((isopropylamino)methyl)azetidine-1-carbonyl)benzyl)phthalazin-1(2H)-one hydrochloride Cl.FC1=C(C=C(CC2=NNC(C3=CC=CC=C23)=O)C=C1)C(=O)N1CC(C1)CNC(C)C